COC1C2C=CC(C1OC)C2 exo-5,6-dimethoxynorbornene